[2,4,6-trimethyl-3-(3-pyridyl)phenyl]borane CC1=C(C(=CC(=C1C=1C=NC=CC1)C)C)B